N1N=CC=2C(NC=CC21)=O 1,5-dihydro-4H-pyrazolo[4,3-c]pyridin-4-one